S1C2=C(C=C1)C=CC1=CC=CC=C12 naphtho[1,2-b]thiophene